(S)-3-(5-(1-methyl-4-(((R)-pyrrolidin-3-yl)oxy)-1H-pyrrolo[2,3-b]pyridin-6-yl)-1-oxoisoindolin-2-yl)piperidine-2,6-dione formate C(=O)O.CN1C=CC=2C1=NC(=CC2O[C@H]2CNCC2)C=2C=C1CN(C(C1=CC2)=O)[C@@H]2C(NC(CC2)=O)=O